C(C)OC(C[C@@H](C)C1=C2CCN(CC2=CC=C1)C(=O)OC(C)(C)C)=O tert-Butyl 5-[(2R)-4-ethoxy-4-oxobutan-2-yl]-3,4-dihydro-1H-isoquinoline-2-carboxylate